2-(1H-pyrazol-5-yl)acetonitrile N1N=CC=C1CC#N